1-(4-fluorophenyl)-5-((4-hydroxy-1-(3-nitrobenzyl)piperidin-4-yl)methyl)-1,5-dihydro-4H-pyrazolo[3,4-d]pyrimidin-4-one FC1=CC=C(C=C1)N1N=CC2=C1N=CN(C2=O)CC2(CCN(CC2)CC2=CC(=CC=C2)[N+](=O)[O-])O